Nickel ferric oxalate C(C(=O)[O-])(=O)[O-].[Fe+3].[Ni+2]